N1N=C(C=C1)CC=1SC2=C(N(C=3C(N(N=CC32)CC3=NN(N=C3)C)=O)C)N1 2-((1H-pyrazol-3-yl)methyl)-4-methyl-6-((2-methyl-2H-1,2,3-triazol-4-yl)methyl)-4H-thiazolo[5',4':4,5]pyrrolo[2,3-d]pyridazin-5(6H)-one